(S)-4-Methylene-pyrrolidine C=C1CCNC1